CC=1C(=NC(=NC1)NC1=CC=NN1C)C=1N=C(OC1)C(=O)N[C@H](CNC(OC(C)(C)C)=O)C1=CC=CC=C1 tert-butyl (S)-(2-(4-(5-methyl-2-((1-methyl-1H-pyrazol-5-yl)amino)pyrimidin-4-yl)oxazole-2-carboxamido)-2-phenylethyl)carbamate